BrC1=CC(=C(C=C1)CC(=O)NC1=CC(=NN1C1=CC=C(C=C1)C(C)C)C(C)(C)C)F 2-(4-bromo-2-fluorophenyl)-N-[3-tert-butyl-1-[4-(propan-2-yl)phenyl]-1H-pyrazol-5-yl]acetamide